FC1=C(C=C(C=C1)CC=O)Br 4-fluoro-3-bromophenylacetaldehyde